2-chloro-1-(4-(2-(3,4-dimethoxyphenyl)-3-methyl-1H-indol-5-yl)piperidin-1-yl)ethanone ClCC(=O)N1CCC(CC1)C=1C=C2C(=C(NC2=CC1)C1=CC(=C(C=C1)OC)OC)C